1-(2,2,2-Trifluoroethyl)azetidin-3-yl(8-amino-7-fluoro-6-(8-methyl-2,3-dihydro-1H-pyrido[2,3-b][1,4]oxazin-7-yl)isoquinolin-3-yl)carbamate FC(CN1CC(C1)N(C([O-])=O)C=1N=CC2=C(C(=C(C=C2C1)C1=C(C2=C(OCCN2)N=C1)C)F)N)(F)F